[Si](C)(C)(C(C)(C)C)OC1CC(C1)OC1=C(C=CC=C1Cl)[C@H]1[C@@H](O[C@]([C@H]1C)(C(F)(F)F)C)C(=O)NC1=CC(=NC=C1)C(=O)OC methyl 4-((2R,3S,4S,5R)-3-(2-((1s,3R)-3-((tert-butyldimethylsilyl)oxy)cyclobutoxy)-3-chlorophenyl)-4,5-dimethyl-5-(trifluoromethyl)tetrahydrofuran-2-carboxamido)picolinate